1-(4-bromo-2,6-difluorobenzyl)-8-methoxypyrazino[2,3-c][1,8]naphthyridin-2(1H)-one BrC1=CC(=C(CN2C(C=NC=3C=NC=4N=C(C=CC4C32)OC)=O)C(=C1)F)F